NC=1C(=CC(=CC1C1=CC=CC=C1C(=O)O)C1=CC=CC=C1C(=O)O)C1=CC=CC=C1C(=O)O Aniline-2,4,6-tribenzic acid